N1C2=C(OCC1)N=CC(=C2)C#CC2=CC=C(S2)CN2C(NN=C2)=O 4-[[5-[2-(2,3-dihydro-1H-pyrido[2,3-b][1,4]oxazin-7-yl)ethynyl]-2-thienyl]methyl]-1,2,4-triazol-3-one